C(=O)(OC(C)(C)C)NC1=C2NC=NC2=NC=N1 N6-Boc-adenine